(S)-3-((2,6-difluoro-3,5-dimethoxyphenyl)ethynyl)-7-(1-methyl-1H-pyrazol-3-yl)-1-(pyrrolidin-3-yl)-1H-pyrazolo[4,3-c]pyridine FC1=C(C(=C(C=C1OC)OC)F)C#CC1=NN(C2=C1C=NC=C2C2=NN(C=C2)C)[C@@H]2CNCC2